tert-butyl (2R,3S,4S)-3-({2-[1-(tert-butoxycarbonyl)azetidin-3-yl]acetyl}oxy)-4-[(tert-butoxycarbonyl)oxy]-2-[(4-methoxyphenyl)methyl]pyrrolidine-1-carboxylate C(C)(C)(C)OC(=O)N1CC(C1)CC(=O)O[C@H]1[C@H](N(C[C@@H]1OC(=O)OC(C)(C)C)C(=O)OC(C)(C)C)CC1=CC=C(C=C1)OC